3-((4R)-3-((1-hydroxy-2-methylpropan-2-yl)carbamoyl)-7-isopropyl-4-methyl-4,5,6,7-tetrahydro-1H-indazol-1-yl)pyrazine 1-oxide OCC(C)(C)NC(=O)C1=NN(C=2C(CC[C@H](C12)C)C(C)C)C=1C=[N+](C=CN1)[O-]